14-methyl-2,18-dioxo-6,9,12,16-tetraoxa-3,19-diazaheneicosane CC(COCCOCCOCCNC(C)=O)COCC(NCC)=O